[Cl-].[Cl-].C(CCCCCC)[N+]1=CC=C(C=C1)C1=CC=[N+](C=C1)CCCCCCC 1,1'-diheptyl-4,4'-bipyridinium dichloride